3-oxo-4-(3-chlorophenyl)-3,4-dihydropyrazine-2-carboxamide O=C1C(=NC=CN1C1=CC(=CC=C1)Cl)C(=O)N